3-methyl-1-(2-methyl-5-(1-methyl-7-oxo-6,7-dihydro-1H-pyrrolo[2,3-c]pyridin-3-yl)-4-(pyridin-3-yloxy)phenyl)pyrrolidine-2,5-dione CC1C(N(C(C1)=O)C1=C(C=C(C(=C1)C1=CN(C=2C(NC=CC21)=O)C)OC=2C=NC=CC2)C)=O